C(C)OC(CCCOC=1C=C2C=CC(=NC2=CC1)Cl)=O 4-((2-chloroquinolin-6-yl)oxy)butanoic acid ethyl ester